N-(1-(3-chlorophenyl)-2-hydroxyethyl)-1-(2-(cyclopropylamino)-5-methylpyrimidin-4-yl)-1H-pyrrole-3-carboxamide ClC=1C=C(C=CC1)C(CO)NC(=O)C1=CN(C=C1)C1=NC(=NC=C1C)NC1CC1